5-bromo-2,3-dihydro-1H-quinolin-4-one BrC1=C2C(CCNC2=CC=C1)=O